2-(4-hydroxyphenyl)-3-methylbutyric acid OC1=CC=C(C=C1)C(C(=O)O)C(C)C